NCCCN1C=NC=C1 1-(3-aminopropyl)imidazol